1,3-dimethoxy-4,6-bis(2-methylphenyl)benzene 2-(dimethylamino)ethyl-3-ethoxypropanoate CN(CCOC(CCOCC)=O)C.COC1=CC(=C(C=C1C1=C(C=CC=C1)C)C1=C(C=CC=C1)C)OC